NC=1N=C(N(C(C1SC=1C(=NC=CC1)C(F)(F)F)=O)C)N1CCC2(CC1)OC1=C([C@H]2N[S@](=O)C(C)(C)C)C=CC=C1 (R)-N-((R)-1'-(4-amino-1-methyl-6-oxo-5-((2-(trifluoromethyl)pyridin-3-yl)thio)-1,6-dihydropyrimidin-2-yl)-3H-spiro[benzofuran-2,4'-piperidin]-3-yl)-2-methylpropan-2-sulfinamide